ClC1=CC=C(C=C1)C1=C(C=CC2=CC=CC=C12)C1=CC=C(C=C1)C=1N=C(C(=NC1)C1=CC=CC=C1)C1=CC=CC=C1 5-(4-(1-(4-chlorophenyl)naphthalen-2-yl)phenyl)-2,3-diphenylpyrazine